(E)-2'-hydroxy-3'-methoxy-5'-(4-methoxystyryl)-4,5-dihydro-[1,1'-biphenyl]-2(3H)-one OC1=C(C=C(C=C1OC)\C=C\C1=CC=C(C=C1)OC)C=1C(CCCC1)=O